Pyridiniumsulfonate [N+]1(=CC=CC=C1)S(=O)(=O)[O-]